trans-2-(1-(4-(azidomethyl)benzyl)-5-(4-azidophenyl)piperidin-3-yl)acetic acid N(=[N+]=[N-])CC1=CC=C(CN2C[C@H](C[C@@H](C2)C2=CC=C(C=C2)N=[N+]=[N-])CC(=O)O)C=C1